FCCCNCCC1=CC(=C(C=C1)CN1C(=C(C=2C=3C=NNC3C=CC21)F)C2=C(C=CC=C2)C)F 3-fluoro-N-(3-fluoro-4-((8-fluoro-7-(o-tolyl)pyrrolo[3,2-e]indazol-6(3H)-yl)methyl)phenethyl)propan-1-amine